bis(3-trimethoxysilylpropyl) trisulfide CO[Si](CCCSSSCCC[Si](OC)(OC)OC)(OC)OC